(S)-1'-(2-(naphthalen-1-yl)oxazolo[5,4-d]pyrimidin-5-yl)-1,3-dihydrospiro[inden-2,4'-piperidin]-1-amine C1(=CC=CC2=CC=CC=C12)C=1OC=2N=C(N=CC2N1)N1CCC2(CC1)[C@@H](C1=CC=CC=C1C2)N